O=C[C@H](C)[C@H]1[C@@H]2CC[C@H](CN1C(=O)OCC[Si](C)(C)C)N2C(=O)OC(C)(C)C 8-(tert-butyl) 3-(2-(trimethylsilyl)ethyl) (1S,2S,5R)-2-((R)-1-oxopropan-2-yl)-3,8-diazabicyclo[3.2.1]octane-3,8-dicarboxylate